6-chlorodibenzo[d,f][1,3,2]dioxaphosphepin ClP1OC2=C(C3=C(O1)C=CC=C3)C=CC=C2